[1-(4-fluorophenyl)-8-methoxy-9-(1-methylpyrazol-3-yl)-5,6-dihydropyrrolo[2,1-a]isoquinolin-3-yl]-[(2S)-2-methyl-2-[(1R)-2,2,2-trifluoro-1-hydroxy-ethyl]pyrrolidin-1-yl]methanone FC1=CC=C(C=C1)C=1C=C(N2C1C1=CC(=C(C=C1CC2)OC)C2=NN(C=C2)C)C(=O)N2[C@@](CCC2)([C@H](C(F)(F)F)O)C